FC(OC1=C(C=CC=C1)NS(=O)(=O)C1=CNC2=NC=CC=C21)(F)F N-[2-(trifluoromethoxy)phenyl]-1H-pyrrolo[2,3-b]pyridine-3-sulfonamide